N-(2-(1-(4-(2,6-dioxopiperidin-3-yl)benzyl)piperidin-4-yl)-6-methoxy-2H-indazol-7-yl)-3-(trifluoromethyl)benzamide O=C1NC(CCC1C1=CC=C(CN2CCC(CC2)N2N=C3C(=C(C=CC3=C2)OC)NC(C2=CC(=CC=C2)C(F)(F)F)=O)C=C1)=O